N=1ON=C2C1C=CC(=C2)COCC(=O)O (2,1,3-benzoxadiazol-5-ylmethoxy)acetic acid